C(C1=CC=CC=C1)OC=1C(=C(C=2C[C@@H](C=C(C2C1)C)NC(=O)OC(C)(C)C)F)N(S(NC(=O)OCC=C)(=O)=O)CC(=O)OC methyl [{(7S)-3-(benzyloxy)-7-[(tert-butoxycarbonyl)amino]-1-fluoro-5-methyl-7,8-dihydronaphthalen-2-yl}({[(prop-2-en-1-yl)oxy]carbonyl}sulfamoyl)amino]acetate